(CIS)-8-(methyl(oxetan-3-ylmethyl)amino)-8-phenyl-1,3-diazaspiro[4.5]decan-2-one CN(C1(CCC2(CNC(N2)=O)CC1)C1=CC=CC=C1)CC1COC1